O=C1NC(CCC1N1C(C2=CC=C(C=C2C1)CNC(NC1CCC(CC1)OCC1=CC=C(CNC(OC(C)(C)C)=O)C=C1)=O)=O)=O tert-butyl (4-((((1r,4r)-4-(3-((2-(2,6-dioxopiperidin-3-yl)-1-oxoisoindolin-5-yl)methyl)ureido)cyclohexyl)oxy)methyl)benzyl)carbamate